2-[[3-[5-[4-(1,1-difluoroethyl)-3-methyl-2,6-dioxo-pyrimidin-1-yl]-4-fluoro-2-nitro-phenoxy]-2-pyridinyl]oxy]acetic acid ethyl ester C(C)OC(COC1=NC=CC=C1OC1=C(C=C(C(=C1)N1C(N(C(=CC1=O)C(C)(F)F)C)=O)F)[N+](=O)[O-])=O